ClC1=NC=C(C(=N1)NCC1CCN(CC1)C1=NC=CC=C1)OC 2-chloro-5-methoxy-N-((1-(pyridin-2-yl)piperidin-4-yl)methyl)pyrimidin-4-amine